FC1(CCN(CC1)C=1C=C(C=C2C=CC=NC12)C=1N=NN(C1)C1=C(C=C(C=C1)I)N1CCC2(CC2)CC1)F 8-(4,4-difluoropiperidin-1-yl)-6-(1-(4-iodo-2-(6-azaspiro[2.5]oct-6-yl)phenyl)-1H-1,2,3-triazol-4-yl)quinoline